3-(2-Hydroxyethyl)-8-(pyrimidin-2-yl)-1,3,8-triazaspiro[4.5]decane-2,4-dione OCCN1C(NC2(C1=O)CCN(CC2)C2=NC=CC=N2)=O